C(C)(=O)O.ClC1=C(C(=CC=C1)Cl)NC1=CC=CC=C1 2-[(2,6-dichlorophenyl)amino]benzene acetate